FC(C=1C(=C(C=CC1)\C(\C)=N/[S@](=O)C(C)(C)C)F)F (NZ,R)-N-[1-[3-(difluoromethyl)-2-fluoro-phenyl]ethylidene]-2-methyl-propane-2-sulfinamide